tert-butyl 6-(3-chloro-4-(4-chloroquinolin-7-yl)benzoyl)-2,6-diazaspiro[3.3]heptane-2-carboxylate ClC=1C=C(C(=O)N2CC3(CN(C3)C(=O)OC(C)(C)C)C2)C=CC1C1=CC=C2C(=CC=NC2=C1)Cl